(2r,4r)-8-(4-cyano-2-fluorophenyl)-N,N-dimethyl-6,9-dioxo-5-(4-(trifluoromethyl)benzyl)-5,8-diazaspiro[3.5]nonane-2-carboxamide C(#N)C1=CC(=C(C=C1)N1CC(N(C2(CC(C2)C(=O)N(C)C)C1=O)CC1=CC=C(C=C1)C(F)(F)F)=O)F